O[C@H]1CN(CC1)CCCOC=1C(=C(C=CC1)C1=C(C(=CC=C1)OCCCN1CC(N(CC1)C)=O)C)C (R)-4-(3-((3'-(3-(3-hydroxypyrrolidin-1-yl)propoxy)-2,2'-dimethyl-[1,1'-biphenyl]-3-yl)oxy)propyl)-1-methylpiperazin-2-one